C(C)(C)(C)OC(=O)N[C@H](CC1=C(C2=NC(=CC(=C2S1)N(C(OC(C)(C)C)=O)CC=1OC=CC1)Cl)C)COC tert-Butyl N-[2-[(2R)-2-(tert-butoxycarbonylamino)-3-methoxy-propyl]-5-chloro-3-methyl-thieno[3,2-b]pyridin-7-yl]-N-(2-furylmethyl)carbamate